C1(CC1)CC(=O)NC1=NC=CC(=C1)CN1CCN(CC1)C=1C=CC(=NC1C)C(=O)NC 5-(4-((2-(2-cyclopropylacetamido)pyridin-4-yl)methyl)piperazin-1-yl)-N,6-dimethylpicolinamide